2-(6-((1R,3S,5S)-6,6-difluoro-8-azabicyclo[3.2.1]oct-3-yloxy)pyridazin-3-yl)-5-(1H-pyrazol-4-yl)phenol FC1([C@@H]2C[C@H](C[C@H](C1)N2)OC2=CC=C(N=N2)C2=C(C=C(C=C2)C=2C=NNC2)O)F